N-((1r,3r)-3-(4-(5-methylthiophene-2-yl)-5-(thiazol-2-yl)-4H-1,2,4-triazol-3-yl)cyclobutyl)-1,5-naphthyridine-4-carboxamide CC1=CC=C(S1)N1C(=NN=C1C=1SC=CN1)C1CC(C1)NC(=O)C1=CC=NC2=CC=CN=C12